C(C)C(CN1CCC(CC1)C=1N=NN(C1)CC1=NC=C(C(=O)OC)C=C1)(CC)F methyl 6-((4-(1-(2-ethyl-2-fluorobutyl)piperidin-4-yl)-1H-1,2,3-triazol-1-yl)methyl)nicotinate